COC(CC1C(CC(N(C1)C(=O)OC(C)(C)C)=O)=O)=O tert-butyl 5-(2-methoxy-2-oxoethyl)-2,4-dioxopiperidine-1-carboxylate